[SiH3][Si] silyl-(silicon)